ClC1=NC2=C(N(C1=O)C1=CC=C(C=C1)Cl)N=C(C=C2)OCC 2-chloro-4-(4-chlorophenyl)-6-ethoxypyrido[2,3-b]pyrazin-3(4H)-one